N1(C=CC2=CC=CC=C12)C(CC(=O)O)C(=O)O 3-(1H-indolyl)succinic acid